3-(1-isopropyl-6-cyano-1H-indole-3-carboxamido)benzoic acid C(C)(C)N1C=C(C2=CC=C(C=C12)C#N)C(=O)NC=1C=C(C(=O)O)C=CC1